BrC=1C(C(C=CC1)=O)=O 3-bromobenzene-1,2-dione